FC=1C=C(C=CC1F)S(=O)(=O)C1=CC=C(C=C1)NC(=O)NCC1=CN=CO1 1-[4-(3,4-Difluoro-benzenesulfonyl)-phenyl]-3-oxazol-5-ylmethyl-urea